chloro-N-(3-(4,4-difluoro-3,3-dimethylbut-1-yn-1-yl)-5-fluorophenyl)-N-methyl-[1,2,4]triazolo[4,3-a]quinazolin-5-amine ClC1=NN=C2N1C1=CC=CC=C1C(=N2)N(C)C2=CC(=CC(=C2)F)C#CC(C(F)F)(C)C